1-methyl-3-n-propylimidazolium CN1C=[N+](C=C1)CCC